C(C)(C)(C)OC(=O)N1CCN(CC1)C=1C=CC(=C(C(=O)O)C1)C 5-(4-tert-butoxycarbonylpiperazin-1-yl)-2-methylbenzoic acid